ClC=1C=C(C(=NC1)NC(CN1C(C2=C(C3(C1)CC3)C=C(S2)CC)=O)=O)F N-(5-Chloro-3-fluoropyridin-2-yl)-2-{2'-ethyl-7'-oxo-6',7'-dihydro-5'H-spiro[cyclopropane-1,4'-thieno[2,3-c]pyridin]-6'-yl}acetamide